CC1(OB(OC1(C)C)C1=CC(=C(C=C1)C1CCN(CC1)C(=O)OC(C)(C)C)OC(F)(F)F)C tert-butyl 4-(4-(4,4,5,5-tetramethyl-1,3,2-dioxaborolan-2-yl)-2-(trifluoromethoxy)phenyl)piperidine-1-carboxylate